7-CHLORO-4-(TRIFLUOROMETHYL)-1H-INDOLE-2-CARBALDEHYDE ClC=1C=CC(=C2C=C(NC12)C=O)C(F)(F)F